L-4-tert-butylphenol C(C)(C)(C)C1=CC=C(C=C1)O